COC(=O)C1(C(OCC(C1)=C)=O)C1=CC=C(C=C1)F 3-(4-fluorophenyl)-5-methylene-2-oxotetrahydro-2H-pyran-3-carboxylic acid methyl ester